C1(CCCCC1)SC1=NC(=NC=C1C)NC1=CC2=C(B(OC2)O)C=C1 5-((4-(cyclohexylthio)-5-methylpyrimidin-2-yl)amino)benzo[c][1,2]oxaborol-1(3H)-ol